(cyclobutylamino)cyclobutane C1(CCC1)NC1CCC1